C(C)(C)(C)C1N2C(C3=CC(=C(C=C3C1)C1=CN=C(S1)COC1CC1)OC)=CC(C(=C2)C(=O)OCC)=O ethyl 6-tert-butyl-9-[2-(cyclopropyloxymethyl) thiazol-5-yl]-10-methoxy-2-oxo-6,7-dihydro-2H-pyrido[2,1-a]isoquinoline-3-carboxylate